2-(2-bromophenyl)[1,2,4]triazolo[1,5-c]quinazolin BrC1=C(C=CC=C1)C1=NN2C=NC=3C=CC=CC3C2=N1